tert-butyl (2S)-2-[(tert-butoxycarbonyl)amino]-3-{4-[(4,4,5,5-tetramethyl-1,3,2-dioxaborolan-2-yl)methoxy] phenyl}propanoate C(C)(C)(C)OC(=O)N[C@H](C(=O)OC(C)(C)C)CC1=CC=C(C=C1)OCB1OC(C(O1)(C)C)(C)C